CC1N(C(CC1)C)C1=C(CN2CCN(CC2)C(=O)N2N=C(C=C2)C(=O)O)C=CC(=C1)C(F)(F)F 1-(4-(2-(2,5-dimethylpyrrolidin-1-yl)-4-(trifluoromethyl)benzyl)piperazine-1-carbonyl)-1H-pyrazole-3-carboxylic acid